2,4,5-trihydroxyphenethylamine OC1=C(CCN)C=C(C(=C1)O)O